2-((6,6-dimethyl-1,5,6,7-tetrahydro-s-indacen-1-yl)methyl)-5-methyl-1H-pyrrole CC1(CC=2C=C3C=CC(C3=CC2C1)CC=1NC(=CC1)C)C